ClC=1C=C(C(=NC1)CN1C(OC2=C1C=CC=C2)=O)F 3-[(5-chloro-3-fluoro-2-pyridyl)methyl]-1,3-benzoxazol-2(3H)-one